2-Methyl-5-{2-[methyl-(2,2,6,6-tetramethylpiperidin-4-yl)amino][1,3]thiazolo[4,5-b]pyrazin-6-yl}-2H-indazol-7-carbonitril CN1N=C2C(=CC(=CC2=C1)C=1N=C2C(=NC1)N=C(S2)N(C2CC(NC(C2)(C)C)(C)C)C)C#N